1-(3-chloro-2-thienyl)-2-[3-(trifluoromethyl)-1H-pyrazol-1-yl]-1-propanone ClC1=C(SC=C1)C(C(C)N1N=C(C=C1)C(F)(F)F)=O